oxalic acid dibutyl ester C(CCC)OC(C(=O)OCCCC)=O